tert-Butyl 4-((1S,2R)-2-hydroxycyclopentane-1-carbonyl)piperazine-1-carboxylate O[C@H]1[C@H](CCC1)C(=O)N1CCN(CC1)C(=O)OC(C)(C)C